F[P-](F)(F)(F)(F)F.N1(N=NC2=C1C=CC=C2)[PH3+] benzotriazol-1-yl-phosphonium hexafluorophosphate